ClC1=C(C=CC(=N1)C(=O)OC)CO methyl 6-chloro-5-(hydroxymethyl)picolinate